ethyl 2-bromoisovalerate BrC(C(=O)OCC)C(C)C